(Pivaloyloxy)methyl (2S,5R,6R)-3,3-dimethyl-7-oxo-6-(2-phenoxyacetamido)-4-thia-1-azabicyclo[3.2.0]heptane-2-carboxylate CC1([C@@H](N2C([C@H]([C@H]2S1)NC(COC1=CC=CC=C1)=O)=O)C(=O)OCOC(C(C)(C)C)=O)C